C(C)(C)(C)OC(=O)N1CC(C1)C12CC(C1)(C2)OC2=NC=C(N=C2)C(F)(F)F 3-[3-[5-(trifluoromethyl)pyrazin-2-yl]oxy-1-bicyclo[1.1.1]pentanyl]azetidine-1-carboxylic acid tert-butyl ester